C(C)(=O)O[C@@H]1[C@](O[C@H]([C@]1(C)OC(C)=O)C1=CC=C2C(=NC=NN21)NC(C)=O)(CI)F (2R,3S,4S,5S)-5-(4-acetamidopyrrolo[2,1-f][1,2,4]triazin-7-yl)-2-fluoro-2-(iodomethyl)-4-methyltetrahydrofuran-3,4-diyl diacetate